O=C1NC=NC2=CC=CC=C12 4-Oxoquinazolin